(2R,5S)-5-(aminomethyl)-2-[3-[(2S)-2-(hydroxymethyl)pyrrolidin-1-yl]phenyl]-1,4-thiazepan-3-one NC[C@H]1NC([C@H](SCC1)C1=CC(=CC=C1)N1[C@@H](CCC1)CO)=O